C(C1=CC=CC=C1)OC1=CC(=C(C=C1OC)C(=O)N1[C@@H](CCC1)CO)[N+](=O)[O-] (S)-(4-(benzyloxy)-5-methoxy-2-nitrophenyl)(2-(hydroxymethyl)-pyrrolidin-1-yl)methanone